4-[2-[5-[5-methyl-1-[4-(trifluoromethoxy)phenyl]pyrazol-3-yl]-1,3-dioxan-2-yl]ethyl]morpholine CC1=CC(=NN1C1=CC=C(C=C1)OC(F)(F)F)C1COC(OC1)CCN1CCOCC1